octadecyl-amine C(CCCCCCCCCCCCCCCCC)N